(S)-2-((S)-1,4-Diazabicyclo[2.2.2]octane-2-carboxamido)-N6-ethyl-N1-(1-(2-(2-adamantylamino)-2-oxoethyl)-2-oxo-1,2-dihydropyridin-3-yl)-5-oxohexandiamid N12[C@@H](CN(CC1)CC2)C(=O)N[C@H](C(=O)NC=2C(N(C=CC2)CC(=O)NC2C1CC3CC(CC2C3)C1)=O)CCC(C(=O)NCC)=O